(E)-6-(6-ethoxy-2-hydroxypyridin-3-yl)-N'-((2-fluoro-5-hydroxypyridin-3-yl)methylene)pyrazine-2-carbohydrazide C(C)OC1=CC=C(C(=N1)O)C1=CN=CC(=N1)C(=O)N/N=C/C=1C(=NC=C(C1)O)F